4-amino-7-fluoro-8-(2-(methyl-d3)pyridin-3-yl)-3-(propylcarbamoyl)isoquinoline 2-oxide NC1=C([N+](=CC2=C(C(=CC=C12)F)C=1C(=NC=CC1)C([2H])([2H])[2H])[O-])C(NCCC)=O